4-Azido-1-cyano-3,3-dimethyl-2-butyl chloroformate ClC(=O)OC(CC#N)C(CN=[N+]=[N-])(C)C